FC1=C(C(=C(C=C1OC)OC)F)N1C(N(C2=C(C1)C=NC1=C2C=CN1S(=O)(=O)N(C)C)CC)=O 3-(2,6-Difluoro-3,5-dimethoxyphenyl)-1-ethyl-N,N-dimethyl-2-oxo-1,2,3,4-tetrahydro-7H-pyrrolo[3',2':5,6]pyrido-[4,3-d]pyrimidine-7-sulfonamide